4-nitro-2-ethoxy-N-(3-(trifluoromethoxy)phenyl)benzenesulfonamide [N+](=O)([O-])C1=CC(=C(C=C1)S(=O)(=O)NC1=CC(=CC=C1)OC(F)(F)F)OCC